2-(4-fluorophenyl)sulfonyl-hexahydropyrrolo[1,2-a]pyrazin-6(2H)-one FC1=CC=C(C=C1)S(=O)(=O)N1CC2N(CC1)C(CC2)=O